N-(4-{[3-(4-cyano-2-methylphenyl)-1-{[2-(trimethylsilyl)ethoxy]methyl}-1H-pyrrolo[2,3-b]pyridin-4-yl]oxy}-3,5-difluorophenyl)-N'-[(3-methyloxetan-3-yl)methyl]urea C(#N)C1=CC(=C(C=C1)C1=CN(C2=NC=CC(=C21)OC2=C(C=C(C=C2F)NC(=O)NCC2(COC2)C)F)COCC[Si](C)(C)C)C